2-(7-chloro-1H-indol-3-yl)-2-phenyl-indol-3-one ClC=1C=CC=C2C(=CNC12)C1(NC2=CC=CC=C2C1=O)C1=CC=CC=C1